N1(CCCCC1)CCCCC(=O)[O-] 5-(piperidin-1-yl)pentanoate